(2R,3R,4S,5R,6R)-6-((5-(1-hydroxycyclopentyl)isoxazol-3-yl)methyl)-2-(hydroxymethyl)-5-methoxy-4-(4-(2,3,4-trifluorophenyl)-1H-1,2,3-triazol-1-yl)tetrahydro-2H-pyran-3-ol OC1(CCCC1)C1=CC(=NO1)C[C@@H]1[C@@H]([C@H]([C@H]([C@H](O1)CO)O)N1N=NC(=C1)C1=C(C(=C(C=C1)F)F)F)OC